trivinyl-acetyl-sulfonamide C(=C)C(C(=O)S(=O)(=O)N)(C=C)C=C